(S)-1-(5-(6-chloro-3-(1H-imidazol-1-yl)-5-methoxy-1-methyl-1H-pyrrolo[3,2-b]-pyridin-2-yl)-1H-1,2,4-triazol-3-yl)-2-methoxyethan-1-ol ClC=1C=C2C(=NC1OC)C(=C(N2C)C2=NC(=NN2)[C@@H](COC)O)N2C=NC=C2